Iodine propane CCC.[I]